FC1(CC(C1)NC(=O)C1=NOC=C1)F N-(3,3-difluorocyclobutyl)isoxazole-3-carboxamide